2-(4-Iodobenzoyl)oxy-5-[4-[2-[4-(6-prop-2-enoyloxyhexoxy)phenyl]ethynyl]benzoyl]oxy-benzoate IC1=CC=C(C(=O)OC2=C(C(=O)[O-])C=C(C=C2)OC(C2=CC=C(C=C2)C#CC2=CC=C(C=C2)OCCCCCCOC(C=C)=O)=O)C=C1